2-chloropropanal ClC(C=O)C